6-(2-((3-(2,6-dichlorophenyl)-5-(trifluoromethyl)isoxazol-4-yl)methylene)-7-azaspiro[3.5]non-7-yl)-4-methoxyquinoline-2-carboxylic acid ClC1=C(C(=CC=C1)Cl)C1=NOC(=C1C=C1CC2(C1)CCN(CC2)C=2C=C1C(=CC(=NC1=CC2)C(=O)O)OC)C(F)(F)F